2-chloro-5-methoxy-N-methyl-N-(4-(5-methyl-3-(trifluoromethyl)-1H-pyrazol-1-yl)benzyl)pyrimidin-4-amine ClC1=NC=C(C(=N1)N(CC1=CC=C(C=C1)N1N=C(C=C1C)C(F)(F)F)C)OC